ethyl 4-(5-(4-hydroxyphenyl)-2-oxopyridin-1(2H)-yl)-3-oxobutanoate OC1=CC=C(C=C1)C=1C=CC(N(C1)CC(CC(=O)OCC)=O)=O